4-Amino-5-fluoro-1-[(4-methylphenyl)sulfonyl]-2(1H)-pyrimidinone NC1=NC(N(C=C1F)S(=O)(=O)C1=CC=C(C=C1)C)=O